CC(=CCCCC=C)CCC 7-methyl-1,6-decadiene